C(C)(C)(C)C1=CC(=NO1)NC(=O)NC1=CC=C(C=C1)N1C=NC=2C1=NC(=CC2)C 1-(5-tert-butyl-isoxazol-3-yl)-3-[4-(5-methylimidazo[4,5-b]pyridin-3-yl)-phenyl]-urea